2-bromo-7-fluorotricyclo[6.2.0.03,6]deca-1,3(6),7-triene BrC1=C2CCC2=C(C=2CCC12)F